COCC[N-]CCC (2-methoxy)ethyl-propyl-amide